(R)-1-(1-acryloylpyrrolidin-3-yl)-3-(4-((3,4-difluorobenzyl)oxy)phenyl)-1H-imidazo[4,5-c]pyridin-2(3H)-one C(C=C)(=O)N1C[C@@H](CC1)N1C(N(C=2C=NC=CC21)C2=CC=C(C=C2)OCC2=CC(=C(C=C2)F)F)=O